CC1=C(C(=O)NC2=NN=NN2C)C=CC(=C1S(=O)(=O)C)C(F)(F)F 2-methyl-3-(methylsulfonyl)-N-(1-methyl-1H-tetrazol-5-yl)-4-(trifluoromethyl)benzamide